ClC1=C(C(=O)Cl)C=C(C=N1)C=1C=NN(C1)C1=C(C=C(C=C1Cl)C(C(F)(F)F)(C(F)(F)F)F)Cl 2-chloro-5-{1-[2,6-dichloro-4-(perfluoropropan-2-yl)phenyl]-1H-pyrazol-4-yl}nicotinoyl chloride